N-((1r,3r)-3-(3-chloro-4-cyanophenoxy)-2,2,4,4-tetramethylcyclobutyl)-6-(4-((2-(2,6-dioxopiperidin-3-yl)-7-fluoro-1-oxoisoindoline-5-yl)methyl)piperazin-1-yl)pyridazine-3-carboxamide ClC=1C=C(OC2C(C(C2(C)C)NC(=O)C=2N=NC(=CC2)N2CCN(CC2)CC=2C=C3CN(C(C3=C(C2)F)=O)C2C(NC(CC2)=O)=O)(C)C)C=CC1C#N